C(C)N1[C@@H]2[C@H](CC[C@H]1CC2)N2C=NC1=C2N=NC(=C1C)C1=C(C=C(C=C1)C(F)(F)F)O 2-(7-((1S,2S,5R)-8-ethyl-8-azabicyclo[3.2.1]octan-2-yl)-4-methyl-7H-imidazo[4,5-c]pyridazin-3-yl)-5-(trifluoromethyl)phenol